(S)-benzyl 4-methyl-2-(2-phenylacetamido)pentanoate CC(C[C@@H](C(=O)OCC1=CC=CC=C1)NC(CC1=CC=CC=C1)=O)C